1-(5-aminopyrazin-2-yl)-6-cyano-7-(5,7-dihydro-6H-pyrrolo[3,4-b]pyridin-6-yl)-4-oxo-1,4-dihydroquinoline-3-carboxylic acid NC=1N=CC(=NC1)N1C=C(C(C2=CC(=C(C=C12)N1CC2=NC=CC=C2C1)C#N)=O)C(=O)O